S1C(=CC=C1)S(=O)[O-].[Na+] sodium thienyl-sulfinate